Di(heptadecan-9-yl)15,19-dimethyl-9,25-bis(8-(nonyloxy)-8-oxooctyl)-14,20-dioxo-9,15,19,25-tetraazatritriacontanedioate CCCCCCCCC(CCCCCCCC)OC(CCCCCCCN(CCCCC(N(CCCN(C(CCCCN(CCCCCCCC(=O)OC(CCCCCCCC)CCCCCCCC)CCCCCCCC(OCCCCCCCCC)=O)=O)C)C)=O)CCCCCCCC(=O)OCCCCCCCCC)=O